[Ni+2].C([O-])([O-])=O.[Fe+3] ferric carbonate nickel salt